tert-butyl 4-(2-bromo-6-((4-methoxybenzyl) oxy) benzyl)-4-cyanopiperidine-1-carboxylate BrC1=C(CC2(CCN(CC2)C(=O)OC(C)(C)C)C#N)C(=CC=C1)OCC1=CC=C(C=C1)OC